Dimethyl-2-[6-[3-(trifluoromethyl)phenyl]pyrazolo[4,3-b]pyridin-1-yl]acetamide CC(C(=O)N)(N1N=CC2=NC=C(C=C21)C2=CC(=CC=C2)C(F)(F)F)C